[2H]C1(C(C(OC1([2H])[2H])([2H])[2H])([2H])[2H])[2H] TETRAHYDROFURAN-D8